C(C)C=1C(NC=2C=C(C=NC2C1)CN1CCN(CC1)C=1C=CC(=NC1)C(=O)N[C@H]1CN(CC1)C)=O (R)-5-(4-((7-Ethyl-6-oxo-5,6-dihydro-1,5-naphthyridin-3-yl)methyl)piperazin-1-yl)-N-(1-Methylpyrrolidin-3-yl)pyridineamide